4-(4-aminophenoxy)phenylnaphthalene NC1=CC=C(OC2=CC=C(C=C2)C2=CC=CC3=CC=CC=C23)C=C1